C(C)C1=C(C=C2N1N=CC=C2)C=O 7-ethylpyrrolo[1,2-b]pyridazine-6-carbaldehyde